N-(3-((5-(5,6-difluoropyridin-3-yl)-2-((1-methyl-1H-pyrazol-4-yl)amino)pyrimidin-4-yl)oxy)phenyl)acrylamide FC=1C=C(C=NC1F)C=1C(=NC(=NC1)NC=1C=NN(C1)C)OC=1C=C(C=CC1)NC(C=C)=O